NC1=C2CN(CC2=CC=C1)C(=O)C1=C(C=C(C(=C1)C)O)O (4-Aminoisoindolin-2-yl)(2,4-dihydroxy-5-methylphenyl)methanone